N-oleoyl-sarcosine potassium [K].C(CCCCCCC\C=C/CCCCCCCC)(=O)N(C)CC(=O)O